C(C)(C)(CCC)OOC(C)(C)CCC di-tertiary hexyl peroxide